N4-(7-fluoro-8-methylcinnolin-4-yl)-N2-(4-morpholinophenyl)pyrimidine-2,4-diamine FC1=CC=C2C(=CN=NC2=C1C)NC1=NC(=NC=C1)NC1=CC=C(C=C1)N1CCOCC1